C(C=C)(=O)OC1=CC=CC2=CC=CC=C12 1-naphthyl acrylate